(2S,4S)-2-(hydroxymethyl)-4-(methylthio)pyrrolidine-1-carboxylic acid tert-butyl ester C(C)(C)(C)OC(=O)N1[C@@H](C[C@@H](C1)SC)CO